FC=1C=C(CC2=NC=CC(=C2)N2N=C(C(=C2CO)C(=O)NCCO)C)C=C(C1)C(F)(F)F 1-(2-(3-Fluoro-5-(trifluoromethyl)benzyl)pyridin-4-yl)-N-(2-hydroxyethyl)-5-(hydroxymethyl)-3-methyl-1H-pyrazol-4-carboxamid